tert-butyl 4-[4-(cyclopropanecarbonylamino)-2-pyrrolidin-1-ylbenzoyl]-3-pyrimidin-5-ylpiperazine-1-carboxylate C1(CC1)C(=O)NC1=CC(=C(C(=O)N2C(CN(CC2)C(=O)OC(C)(C)C)C=2C=NC=NC2)C=C1)N1CCCC1